dicarbonyl-hexene C(=O)=C(C=C=C=O)CCC